(1S,2R,3S,4R,5S)-2,3-dihydroxy-N-methyl-4-(6-(methylamino)-2-(pyridin-4-ylethynyl)-9H-purin-9-yl)bicyclo[3.1.0]hexane-1-carboxamide O[C@@H]1[C@@]2(C[C@@H]2[C@H]([C@@H]1O)N1C2=NC(=NC(=C2N=C1)NC)C#CC1=CC=NC=C1)C(=O)NC